BrC=1C(=NC(=NC1)NC1=C(C=C(C(=C1)C=1C=NN(C1)C)N1CCC(CC1)N1CCNCC1)OC)NC=1C(=C2N=CC=NC2=CC1)NS(=O)(=O)C N-{6-[(5-bromo-2-{[2-methoxy-5-(1-methyl-pyrazol-4-yl)-4-[4-(piperazin-1-yl)piperidin-1-yl]phenyl]amino}pyrimidin-4-yl)amino]quinoxalin-5-yl}methanesulfonamide